1-(4-((1-cyclobutylpiperidin-4-yl)oxy)phenyl)-3-(2-(3-hydroxypiperidin-1-yl)ethyl)urea C1(CCC1)N1CCC(CC1)OC1=CC=C(C=C1)NC(=O)NCCN1CC(CCC1)O